N-(4-(2-isopropoxypropan-2-yl)thiazol-2-yl)-1-(4-nitrobenzyl)-1H-pyrrole-2-carboxamide C(C)(C)OC(C)(C)C=1N=C(SC1)NC(=O)C=1N(C=CC1)CC1=CC=C(C=C1)[N+](=O)[O-]